C(C)N1C2=C([C@@H]([C@@H](C1=O)NC(=O)C1=NN(C=C1)C(F)(F)F)C1=CC=C(C=C1)F)C(=NN2C2=CC=CC=C2)C(=O)O (4S,5S)-7-ethyl-4-(4-fluorophenyl)-6-oxo-1-phenyl-5-[1-(trifluoromethyl)pyrazole-3-amido]-4H,5H-pyrazolo[3,4-b]pyridine-3-carboxylic acid